ClC=1C=C(C=C2C(N(C=NC12)C)=O)N[C@@]1(CNCC1)C1=C(C(=CC=C1F)Cl)Cl (R)-8-chloro-6-((3-(2,3-dichloro-6-fluorophenyl)pyrrolidin-3-yl)amino)-3-methylquinazolin-4(3H)-one